6-chloro-5-nitro-1-(tetrahydro-2H-pyran-2-yl)-1H-indazole ClC1=C(C=C2C=NN(C2=C1)C1OCCCC1)[N+](=O)[O-]